The molecule is a 2-oxo monocarboxylic acid anion that is the conjugate base of 3,5-dihydroxyphenylglyoxylic acid, obtained by deprotonation of the carboxy group. C1=C(C=C(C=C1O)[O-])C(=O)C(=O)O